15-chloro-21,23-difluoro-16-methoxy-12,18,18-trioxo-8,11-dioxa-18λ6-thia-19-azatetracyclo[18.3.1.113,17.02,7]pentacosa-1(24),2,4,6,13,15,17(25),20,22-nonaene-4-carbonitrile ClC=1C=C2C(OCCOC3=CC=C(C=C3C=3C(=CC(=C(NS(C(C1OC)=C2)(=O)=O)C3)F)F)C#N)=O